(2R,6R)-2-methyl-6-(5-methylisoxazol-4-yl)-4-(2-(6-(trifluoromethyl)imidazo[1,2-a]pyridin-3-yl)pyrimidin-4-yl)morpholine C[C@@H]1CN(C[C@H](O1)C=1C=NOC1C)C1=NC(=NC=C1)C1=CN=C2N1C=C(C=C2)C(F)(F)F